[Li].FC(F)(F)C(C(C)=O)C(C)=O trifluoromethyl-acetylacetone lithium salt